3-(5-(((R)-1-((1s,3s)-3-ethoxycyclobutyl)piperidin-3-yl)oxy)-1-oxoisoindolin-2-yl)piperidine-2,6-dione C(C)OC1CC(C1)N1C[C@@H](CCC1)OC=1C=C2CN(C(C2=CC1)=O)C1C(NC(CC1)=O)=O